(2R)-N-((S or R)-(3-chloro-4,5-difluoro-phenyl)(6-(2,2,2-tri-fluoroethoxy)pyridin-3-yl)methyl)-2-methyl-3-oxo-piperazine-1-carboxamide ClC=1C=C(C=C(C1F)F)[C@H](NC(=O)N1[C@@H](C(NCC1)=O)C)C=1C=NC(=CC1)OCC(F)(F)F |o1:9|